4-((1-(((1-aminoisoquinolin-5-yl)amino)methyl)-2-azabicyclo[2.1.1]hexan-4-yl)methoxy)-1,6-dimethylpyridin-2(1H)-one NC1=NC=CC2=C(C=CC=C12)NCC12NCC(C1)(C2)COC2=CC(N(C(=C2)C)C)=O